N-(3-(1H-imidazol-4-yl)propyl)-1-(3,4-dimethyl-2-(p-tolyl)-2H-pyrazolo[3,4-d]pyridazin-7-yl)piperidine-4-carboxamide N1C=NC(=C1)CCCNC(=O)C1CCN(CC1)C1=NN=C(C=2C1=NN(C2C)C2=CC=C(C=C2)C)C